C1(CCCCC1)C1=NN(C(=C1)C1CCCCC1)C 3,5-dicyclohexyl-1-methyl-1H-pyrazole